octahydro-1H-imidazo[4,5-c]pyridine N1CNC2CNCCC21